ClC1=C(C=C(C=C1)C=1C(=CC=C2C(C=C(OC12)C(F)(F)F)=O)C#CCN1CCOCC1)C(F)(F)F 8-(4-chloro-3-(trifluoromethyl)phenyl)-7-(3-(morpholin-4-yl)prop-1-ynyl)-2-(trifluoromethyl)-4H-chromen-4-one